CN1C(C=CC2=CC=CC=C12)=O 1-methyl-quinolin-2-one